2-(2,6-dioxopiperidin-3-yl)isoindoline-1,3-dione diformate salt C(=O)O.C(=O)O.O=C1NC(CCC1N1C(C2=CC=CC=C2C1=O)=O)=O